IC1=NNC2=CC=C(C=C12)C(=O)[O-] 3-iodo-1H-indazole-5-carboxylate